(S)-6,6-dimethyl-N'-((5-(2-methylpyridin-4-yl)-2,3-dihydro-1H-inden-4-yl)carbamoyl)-6,7-dihydro-5H-pyrazolo[5,1-b][1,3]oxazine-3-sulfonimidamide CC1(CN2C(OC1)=C(C=N2)[S@](=O)(N)=NC(NC2=C1CCCC1=CC=C2C2=CC(=NC=C2)C)=O)C